(S)-3-hydroxy-3-(3-(4,4,5,5-tetramethyl-1,3,2-dioxaborolan-2-yl)phenyl)-1-(2,2,2-trifluoroethyl)pyrrolidin-2-one O[C@]1(C(N(CC1)CC(F)(F)F)=O)C1=CC(=CC=C1)B1OC(C(O1)(C)C)(C)C